C(C1=CC=CC=C1)OC(=O)N1CC(C1)CN1N=C2C3=C(CCC2=C1)OC(=C3C)C(NC[C@H]3OCCC3)=O Benzyl-3-[(8-methyl-7-{[(2S)-tetrahydrofuran-2-ylmethyl]carbamoyl}-4,5-dihydro-2H-furo[2,3-g]indazol-2-yl)methyl]azetidin-1-carboxylat